ClC1=C(N=C(S1)NC1=C(C=CC=C1)Cl)C(C(=O)OCC)(CCC(=O)OC)CC O1-ethyl O5-methyl 2-[5-chloro-2-(2-chloroanilino) thiazol-4-yl]-2-ethyl-pentanedioate